COCCOC1=CC=C(C=C1)C1=CC=C(C=C1)C(C)(C)NC(OC1CN2CCC1CC2)=O quinuclidin-3-yl (2-(4'-(2-methoxyethoxy) [1,1'-biphenyl]-4-yl)propan-2-yl)carbamate